6-bromo-N-(thiophen-2-ylmethyl)thieno[3,2-c]isothiazol-3-amine BrC1=CSC=2C1=NSC2NCC=2SC=CC2